(1r,4r)-1-(3-bromobenzyl)-4-(methylsulfonamido)cyclohexane-1-carboxylic acid BrC=1C=C(CC2(CCC(CC2)NS(=O)(=O)C)C(=O)O)C=CC1